O.O.P(=O)([O-])([O-])[O-].[Fe+2].[Li+] lithium iron phosphate dihydrate